5-(methoxymethyl)-N-(3-methoxypropyl)-2-phenyl-1H-indol-7-amine COCC=1C=C2C=C(NC2=C(C1)NCCCOC)C1=CC=CC=C1